C(C)OC(C(CCC=C)NC1=NC(=C(C=C1C(F)(F)F)[N+](=O)[O-])C=1OC(=NN1)C(CC=C)(C(F)(F)F)OCC1=CC=CC=C1)=O 2-[[6-[5-[1-benzyloxy-1-(trifluoromethyl)but-3-enyl]-1,3,4-oxadiazol-2-yl]-5-nitro-3-(trifluoromethyl)-2-pyridinyl]amino]hex-5-enoic acid ethyl ester